2-(trimethyl silyl)ethoxy (methyl)-1H-pyrazole-5-carboxylate CN1N=CC=C1C(=O)OOCC[Si](C)(C)C